N-(6-Methoxy-2-(1-(2-oxoethyl)piperidin-4-yl)-2H-indazol-5-yl)-6-(trifluoromethyl)picolinyl-Amide COC=1C(=CC2=CN(N=C2C1)C1CCN(CC1)CC=O)[N-]CC1=NC(=CC=C1)C(F)(F)F